2-(4-((4-hydroxyphenyl)(pyridine-2-yl)methyl)phenoxy)acetic acid OC1=CC=C(C=C1)C(C1=CC=C(OCC(=O)O)C=C1)C1=NC=CC=C1